4-(3-chlorophenyl)-5-(4-methoxynaphthalene-1-yl)isoxazole ClC=1C=C(C=CC1)C=1C=NOC1C1=CC=C(C2=CC=CC=C12)OC